4-(4-chlorophenyl)piperidine hydrogen chloride salt Cl.ClC1=CC=C(C=C1)C1CCNCC1